CN1C(NC2=C1C(=CC=C2)N2CCN(CC2)C(=O)OC(C)(C)C)=O tert-butyl 4-(3-methyl-2-oxo-1H-benzimidazol-4-yl)piperazine-1-carboxylate